methyl (S)-4-((3-((2-(tert-butoxy)-2-oxoethyl)amino)-3-oxo-2-(tetradecylamino)propyl)carbamoyl)benzoate C(C)(C)(C)OC(CNC([C@H](CNC(=O)C1=CC=C(C(=O)OC)C=C1)NCCCCCCCCCCCCCC)=O)=O